ClC1=C(CC=2C=CC3=C(N(CCO3)C(C)=O)C2)C=C(C=C1)[C@@H]1O[C@@H]([C@H]([C@@H]([C@H]1O)O)O)CO 1-{6-[2-Chloro-5-((2S,3R,4R,5S,6R)-3,4,5-trihydroxy-6-hydroxymethyl-tetrahydro-pyran-2-yl)-benzyl]-2,3-dihydro-benzo[1,4]oxazin-4-yl}-ethanone